FC1=CC=C(CN2[C@H](CN[C@@H](C2)C)C)C=C1 (2S,5R)-1-(4-fluorobenzyl)-2,5-dimethylpiperazine